11,13,13-trimethyl-2,23-dimethylene-8,17-dioxo-7,18-dioxa-4,21-dithia-9,16-diaza-tetracosanedioic acid diethyl ester C(C)OC(C(CSCCOC(NCC(CC(CCNC(OCCSCC(C(=O)OCC)=C)=O)(C)C)C)=O)=C)=O